2-(4,4-difluorocyclohexyl)-6-(((2-((S)-2,2-dimethylcyclopropane-1-carbonyl)-6-(1-(4-fluorobenzyl)-1H-pyrazole-4-carbonyl)-2,6-diazaspiro[3.4]octan-8-yl)methoxy)methyl)benzonitrile FC1(CCC(CC1)C1=C(C#N)C(=CC=C1)COCC1CN(CC12CN(C2)C(=O)[C@@H]2C(C2)(C)C)C(=O)C=2C=NN(C2)CC2=CC=C(C=C2)F)F